C(CC\C=C\CCCCCCCCCCCCCCCCC)(=O)N (E)-docosa-4-eneamide